Cl.N1N=CC(=C1)C1=CC=C(C=C1)C(C)N 1-(4-(1H-Pyrazol-4-yl)phenyl)ethan-1-amine, hydrochloride